C1(=CC=CC=C1)C=1NC2=CC=CC=C2C1C1=CC(CCC1)=O 3-(2-phenyl-1H-indol-3-yl)cyclohex-2-enone